FC1(C(CNCC1)NC(=O)C=1N(N=C2C=CC(=CC12)OCC1=NC=CC=C1)C)F N-(4,4-difluoropiperidin-3-yl)-2-methyl-5-[(pyridin-2-yl)methoxy]-2H-indazole-3-carboxamide